O1C=CC=C2C=CCC=C21 8-benzopyran